(2S,4R)-1-((R)-2-(3-(4-(dimethoxymethyl)piperidin-1-yl)isoxazol-5-yl)-3-methylbutanoyl)-4-hydroxy-N-((S)-1-(4-(4-methylthiazol-5-yl)phenyl)ethyl)pyrrolidine-2-carboxamide COC(C1CCN(CC1)C1=NOC(=C1)[C@H](C(=O)N1[C@@H](C[C@H](C1)O)C(=O)N[C@@H](C)C1=CC=C(C=C1)C1=C(N=CS1)C)C(C)C)OC